methylenebis(2-ethyl-6-methylaniline) C(NC1=C(C=CC=C1C)CC)NC1=C(C=CC=C1C)CC